CCCCCCCCCCCCCCCCCC(=O)N[C@@H](CO[C@H]1[C@@H]([C@H]([C@@H]([C@H](O1)CO)O[C@H]2[C@@H]([C@H]([C@H]([C@H](O2)CO)O[C@H]3[C@@H]([C@H]([C@H]([C@H](O3)CO)O)O)NC(=O)C)O[C@@]4(C[C@@H]([C@H]([C@@H](O4)[C@@H]([C@@H](CO)O[C@@]5(C[C@@H]([C@H]([C@@H](O5)[C@@H]([C@@H](CO)O[C@@]6(C[C@@H]([C@H]([C@@H](O6)[C@@H]([C@@H](CO)O)O)NC(=O)C)O)C(=O)O)O)NC(=O)C)O)C(=O)O)O)NC(=O)C)O)C(=O)O)O)O)O)[C@@H](/C=C/CCCCCCCCCCCCC)O The molecule is a sialotriaosylceramide consisting of the hexasaccharide beta-GalNAc-(1->4)-[alpha-Neu5Ac-(2->8)-alpha-Neu5Ac-(2->8)-alpha-Neu5Ac-(2->3)]-beta-Gal-(1->4)-beta-Glc attached to the primary hydroxy function of ceramide(d18:1/18:0). It has a role as a mouse metabolite. It derives from an octadecanoic acid.